2-((S)-4-((R)-4-methylene-2'-(((S)-1-methylpyrrolidin-2-yl)methoxy)-8'-oxo-3,4,5',8'-tetrahydro-1H,6'H-spiro[naphthalene-2,7'-quinazolin]-4'-yl)piperazin-2-yl)acetonitrile C=C1C[C@]2(CCC=3C(=NC(=NC3C2=O)OC[C@H]2N(CCC2)C)N2C[C@@H](NCC2)CC#N)CC2=CC=CC=C12